NCC1=CC=C(C=C1)CSC1=CC(=NN1C(C1=C(C(=CC=C1)C(=O)O)Cl)=O)C1C(N(CC1)S(=O)(=O)C)C(=O)O 3-[5-({[4-(aminomethyl)phenyl]methyl}sulfanyl)-1-(3-carboxy-2-chlorobenzoyl)-1H-pyrazol-3-yl]-1-methanesulfonylpyrrolidine-2-carboxylic acid